{(3,4-epoxycyclohexyl)methyl}triethoxysilane C1(CC2C(CC1)O2)C[Si](OCC)(OCC)OCC